C(C)(C)(C)C1=NOC(=C1)NC(CC1=CC=C(C=C1)N1C=NC2=C1C=CC(=C2)OCCOCCCOC)=O N-(3-(tert-butyl)isoxazol-5-yl)-2-(4-(5-(2-(3-methoxypropoxy)-ethoxy)-1H-benzo[d]imidazol-1-yl)phenyl)acetamide